(4S)-N-(3-bromo-2-methyl-phenyl)-4-[[(S)-tert-butylsulfinyl]amino]-4,5,6,7-tetrahydropyrazolo[1,5-a]pyridine-2-carboxamide BrC=1C(=C(C=CC1)NC(=O)C1=NN2C([C@H](CCC2)N[S@@](=O)C(C)(C)C)=C1)C